5-chloro-2-(4,4-difluoroazepan-1-yl)-N-(4-(N'-hydroxyamidino)phenyl)-6-methylnicotinamide ClC=1C(=NC(=C(C(=O)NC2=CC=C(C=C2)C(N)=NO)C1)N1CCC(CCC1)(F)F)C